C(C)N1N=C(C(=C1)C(=O)N[C@@H]1C(NC2=C(C(=N1)C1=CC=CC=C1)C=CC=C2)=O)C=2C(=NC(=CC2)NCCC)F 1-Ethyl-3-[2-fluoro-6-(propylamino)pyridin-3-yl]-N-[(3S)-2-oxo-5-phenyl-1,3-dihydro-1,4-benzodiazepin-3-yl]pyrazole-4-carboxamide